OC(CNC1CC=2C=CC=C(C2C1)C#N)CC1CN(C(O1)=O)C=1C=CC=2OCC(NC2N1)=O 2-[[2-Hydroxy-3-[2-oxo-3-(3-oxo-4H-pyrido[3,2-b][1,4]oxazin-6-yl)-1,3-oxazolidin-5-yl]propyl]amino]-2,3-dihydro-1H-indene-4-carbonitrile